3-(3-fluoro-4-methoxyphenyl)-2-(3,4,5-trimethoxyphenyl)-2H-azepine FC=1C=C(C=CC1OC)C=1C(N=CC=CC1)C1=CC(=C(C(=C1)OC)OC)OC